Cl.O1C=COC(=C1)N [1,4]dioxin-5-amine HCl